(R)-2-(5-(9-(2-methoxyphenyl)-6,7,8,9-tetrahydrobenzo[4,5]imidazo[1,2-a]pyridin-2-yl)pyrimidin-2-yl)propan-2-ol COC1=C(C=CC=C1)[C@H]1CCCC=2N=C3N(C=C(C=C3)C=3C=NC(=NC3)C(C)(C)O)C21